11,24,29-Trioxa-1,4,18,21-tetraazatetracyclo[19.5.5.05,10.012,17]-hentriaconta-5,7,9,12,14,16-hexaene N12CCNC3=CC=CC=C3OC3=CC=CC=C3NCCN(CCOCC1)CCOCC2